8-(trifluoromethyl)imidazo[1,5-a]pyridin-3-one FC(C=1C=2N(C=CC1)C(NC2)=O)(F)F